(+/-)-2-AMINO-CYCLOHEXANECARBOXYLIC ACID C1CCC(C(C1)C(=O)O)N